C(C)(CC)P(CCCCP(C(C)CC)C(C)CC)C(C)CC 1,4-bis(di-sec-butyl-phosphino)butane